C(=O)(OC(C)(C)C)N1CCN(CC1)C1=CC(=C(N)C=C1)OC 4-(4-Boc-piperazin-1-yl)-2-methoxyaniline